FC(C)(F)C1=CC(=NC=C1)NC=1C=C2C=CNC2=CC1 N-(4-(1,1-difluoroethyl)pyridin-2-yl)-1H-indol-5-amine